[5-[3-Chloro-2-[2-(4-cyanophenyl)ethyl]-6-fluoro-phenyl]-1,3-dimethyl-6-oxopyridazin-4-yl] 2-methylpropanoate CC(C(=O)OC=1C(=NN(C(C1C1=C(C(=CC=C1F)Cl)CCC1=CC=C(C=C1)C#N)=O)C)C)C